OC1=C(C=CC2=CC(=CC=C12)S(=O)(=O)[O-])O 1,2-dihydroxynaphthalene-6-sulfonate